Vinylbenzyl-aminoethyl-aminopropyl-trimethoxysilane rac-tert-butyl-(4-(((tert-butyldimethylsilyl)oxy)methyl)-2-((1S*,2S*)-2-(4-methylpyrimidin-2-yl)cyclopropyl)quinolin-7-yl)carbamate C(C)(C)(C)N(C(O)=O)C1=CC=C2C(=CC(=NC2=C1)[C@@H]1[C@H](C1)C1=NC=CC(=N1)C)CO[Si](C)(C)C(C)(C)C.C(=C)C(O[Si](OC)(OC)CCCN)(CCN)CC1=CC=CC=C1 |r|